COC(C[C@@H](C[C@@H](CC#N)O)O)=O (3R,5R)-6-cyano-3,5-dihydroxyhexanoic acid methyl ester